aminododecyl-phosphonic acid NCCCCCCCCCCCCP(O)(O)=O